C1(CC1)C([C@@H](C(=O)NC1=C(C=C(C=C1)[C@@H](C(N1C(CCCC1)C(F)(F)F)=O)C)F)NC(=O)C1=CC=NN1C(C)C)C1CC1 N-((2S)-1,1-dicyclopropyl-3-((2-fluoro-4-((2S)-1-oxo-1-(2-(trifluoromethyl)piperidin-1-yl)propan-2-yl)phenyl)amino)-3-oxopropan-2-yl)-1-isopropyl-1H-pyrazole-5-carboxamide